CC=1C(=C2NC1C=C1C(=C(C(=N1)C(=C1C(=C(C(N1)=CC=1C(=C(C(N1)=C2)CCC(=O)OC)C)C)C)C2=CC=C(C=C2)OCCOC2=CC=C1C(=CC(OC1=C2)=O)C)C)C)CCC(=O)OC.[Fe+2] Iron(ii) dimethyl 3,3'-(3,7,8,12,13,17-hexamethyl-10-(4-(2-((4-methyl-2-oxo-2H-chromen-7-yl)oxy)ethoxy) phenyl)porphyrin-2,18-diyl)dipropionate